C(C)(C)OC(=O)C=1N(C2=CC(=CC(=C2C1)F)Br)C(C)C.C1(=CC=CC=C1)CC(=O)C1=CC=C(C=C1)C 2-phenyl-1-(p-tolyl)ethane-1-one isopropyl-6-bromo-4-fluoro-1-isopropyl-1H-indole-2-carboxylate